C(CCC)C1=C(C=C(C(=C1F)C(OC1=CC(=C(C(=C1)F)F)F)(F)F)F)C1=C(C=C(C=C1)C1=CC=CC=C1)F butyl-4-(difluoro(3,4,5-trifluorophenoxy)methyl)-2',3,5-trifluoro-1,1':4',1''-terphenyl